1-[(2R,3S,4R,5R)-5-{[(tert-butyldimethylsilyl)oxy]methyl}-3-fluoro-5-(iodomethyl)-4-[(4-methoxyphenyl)diphenylmethoxy]oxolan-2-yl]-5-fluoro-3H-pyrimidine-2,4-dione [Si](C)(C)(C(C)(C)C)OC[C@@]1([C@H]([C@@H]([C@@H](O1)N1C(NC(C(=C1)F)=O)=O)F)OC(C1=CC=CC=C1)(C1=CC=CC=C1)C1=CC=C(C=C1)OC)CI